C[C@]12[C@H]3CC[C@@]4([C@H](CC[C@H]4[C@@H]3CC[C@@H]2C[C@@](CC1)(O)C=1C=NC=CC1)[C@H](C)[C@@H](C(F)(F)F)O)C (3R,5R,8R,9S,10S,13S,14S,17R)-10,13-dimethyl-3-(pyridin-3-yl)-17-((2S,3S)-4,4,4-trifluoro-3-hydroxybutan-2-yl)hexadecahydro-1H-cyclopenta[a]phenanthren-3-ol